FC1=C(C(=C(C(=C1F)F)F)F)[B-](C1=C(C(=C(C(=C1F)F)F)F)F)(C1=C(C(=C(C(=C1F)F)F)F)F)C1=C(C(=C(C(=C1F)F)F)F)F.C[NH+](CCCCCCCCCCCCCCCC)CCCCCCCCCCCCCCCC N-methyl-N,N-dihexadecylammonium [tetra(perfluorophenyl) borate]